C[Si](CCOCN1N=CC=C1C#N)(C)C l-2-(2-trimethylsilylethoxymethyl)pyrazole-3-carbonitrile